FC1=C(C=C(C=C1)OC(F)(F)F)N1C(C(C2=CC(=CC=C12)C(=O)N[C@@]1(NS(C=CC1)(=O)=O)C)(C)C)=O 1-[2-fluoro-5-(trifluoromethoxy)phenyl]-3,3-dimethyl-N-[(3R)-3-methyl-1,1-dioxo-thiazin-3-yl]-2-oxo-indoline-5-carboxamide